N1=NC(=CC=C1)NC(CC)=O N-(pyridazin-3-yl)propionamide